1-(tert-butyl)-1H-indazole C(C)(C)(C)N1N=CC2=CC=CC=C12